N=1N(N=CC1)C1=C(C=C(C=N1)NC(C1=C(C=C(C=C1)C1=CC=NC2=CC=CC=C12)C(F)(F)F)=O)C(F)(F)F N-(6-(2H-1,2,3-triazol-2-yl)-5-(trifluoromethyl)pyridin-3-yl)-4-(quinolin-4-yl)-2-(trifluoromethyl)benzamide